CS(=O)(=O)O.C(C1=CC=CC=C1)NC([C@H](C)N1C(C(CC1=O)N(C)C)=O)=O (2S)-N-benzyl-2-(3-(dimethylamino)-2,5-dioxopyrrolidin-1-yl)propanamide methanesulfonate